1,5-diazabicyclo[5.4.0]-7-undecene N12CCCNCC2=CCCC1